N=1C=CN2NC(C=CC21)=O imidazo[1,2-b]pyridazin-6(5H)-one